(2S,4R)-4-fluoro-1-(3-methoxy-1-methyl-1H-pyrazole-4-carbonyl)-N-[(S)-phenyl[4-(propan-2-yl)phenyl]methyl]pyrrolidine-2-carboxamide F[C@@H]1C[C@H](N(C1)C(=O)C=1C(=NN(C1)C)OC)C(=O)N[C@H](C1=CC=C(C=C1)C(C)C)C1=CC=CC=C1